3,8-difluoro-6,6-dimethyl-6,12-dihydroindolo[2,1-b]quinazolin-12-one FC1=CC=C2C(N3C(=NC2=C1)C(C1=CC(=CC=C13)F)(C)C)=O